4-(7-phenyl-4-(pyridin-4-yloxy)-6,7-dihydro-5H-pyrrolo[2,3-d]pyrimidin-2-yl)morpholine C1(=CC=CC=C1)N1CCC2=C1N=C(N=C2OC2=CC=NC=C2)N2CCOCC2